5-methyl-9-(4-(((tetrahydro-2H-pyran-2-yl)oxy)methyl)-2-oxabicyclo[2.2.2]octan-1-yl)-5,6-dihydroimidazo[1,5-a]pyrazolo[5,1-c]pyrazine CC1CN2C(C=3N1C=NC3)=CC(=N2)C23OCC(CC2)(CC3)COC3OCCCC3